4-(morpholin-4-ylmethyl)-2H-benzopyran-2-one N1(CCOCC1)CC1=CC(OC2=C1C=CC=C2)=O